CC=1SC(=C(N1)C)CN1C(=NC2=C1C=C(C=C2)F)N2C[C@H]([C@@H](CC2)F)N (3R,4R)-1-(1-((2,4-Dimethylthiazol-5-yl)methyl)-6-fluoro-1H-benzo[d]imidazol-2-yl)-4-fluoropiperidin-3-amin